C(C)(=O)ON=C(C1=CC(=CC=C1)CC(NS(=O)(=O)C1=CC(=CC=C1)NC(=O)C1=CN=CO1)C=1SC2=C(N1)C=CC=C2)N [[amino-[3-[2-(1,3-benzothiazol-2-yl)-2-[[3-(oxazole-5-carbonylamino)phenyl]sulfonylamino]ethyl]phenyl]methylene]amino] acetate